2-[2-[2-[[2-[2-[2-[[2-[[4-(16-tert-butoxy-16-oxo-hexadecoxy)phenyl]sulfonylamino]pyrimidine-5-carbonyl]amino]ethoxy]ethoxy]acetyl]amino]-ethoxy]ethoxy]acetic acid C(C)(C)(C)OC(CCCCCCCCCCCCCCCOC1=CC=C(C=C1)S(=O)(=O)NC1=NC=C(C=N1)C(=O)NCCOCCOCC(=O)NCCOCCOCC(=O)O)=O